3-Ethyl-N-[(2E)-5-fluoro-1-methylpyridin-2(1H)-ylidene]oxetane-3-carboxamide C(C)C1(COC1)C(=O)/N=C\1/N(C=C(C=C1)F)C